CC=1C=C(C=C(C1)C)N1CC=CC2=CC(=CC=C12)C(C)C 1-(3,5-dimethylphenyl)-6-isopropyl-quinoline